N-(4-((7-chloro-1-methyl-2-((3-((1-methylazetidin-3-yl)oxy)-5-(trifluoromethyl)phenyl)amino)-1H-imidazo[4,5-b]pyridin-6-yl)oxy)pyridin-2-yl)acetamide ClC1=C2C(=NC=C1OC1=CC(=NC=C1)NC(C)=O)N=C(N2C)NC2=CC(=CC(=C2)C(F)(F)F)OC2CN(C2)C